lithium 1-methyl-3-phenyl-1H-pyrazole-5-sulfinate CN1N=C(C=C1S(=O)[O-])C1=CC=CC=C1.[Li+]